methyl (1S,6R)-1-{3-fluoro-5-methyl-2-[trans-4-(trifluoromethyl)cyclohexyl]pyrazolo[1,5-a]pyrimidin-7-yl}-3-azabicyclo[4.1.0]heptane-3-carboxylate FC=1C(=NN2C1N=C(C=C2[C@@]21CN(CC[C@H]1C2)C(=O)OC)C)[C@@H]2CC[C@H](CC2)C(F)(F)F